1-(4-(1,1-DIFLUOROETHYL)PYRIDIN-2-YL)-N-(1-METHYL-1H-INDAZOL-7-YL)-1H-PYRAZOLE-4-SULFONAMIDE FC(C)(F)C1=CC(=NC=C1)N1N=CC(=C1)S(=O)(=O)NC=1C=CC=C2C=NN(C12)C